C(C)OCC=1C=C2NC=3C=CC(=CC3C(C2=CC1)(C)C)CN1CCN(CC1)CCOCC(=O)O 2-(2-(4-((6-(ethoxymethyl)-9,9-dimethyl-9,10-dihydroacridin-2-yl)methyl)piperazin-1-yl)ethoxy)acetic acid